(R)-1-chloro-4-((phenylsulfinyl)methyl)benzene ClC1=CC=C(C=C1)C[S@@](=O)C1=CC=CC=C1